((1S,4R,6R)-6-((5-chloropyridin-2-yl)oxy)-2-azabicyclo[2.2.2]oct-2-yl)(5-methyl-3-(pyrimidin-2-yl)pyridin-2-yl)methanone ClC=1C=CC(=NC1)O[C@@H]1C[C@@H]2CN([C@H]1CC2)C(=O)C2=NC=C(C=C2C2=NC=CC=N2)C